5,8,8-trimethyl-5-phenyl-4-vinyl-7,8,9,10-tetrahydrobenzo[b][1,8]naphthyridin-6(5H)-one CC1(C2=C(NC=3N=CC=C(C13)C=C)CC(CC2=O)(C)C)C2=CC=CC=C2